Cyclopentadienyl-dimethylaminozirconium C1(C=CC=C1)[Zr]N(C)C